C(C)OC(=O)C=1C(C=C2N(C(CN3N=C4C(=CC=CC4=C32)OC3CCNCC3)C(C)(C)C)C1)=O 6-(tert-butyl)-2-oxo-10-(piperidin-4-yloxy)-6,7-dihydro-2H-pyrido[2',1':3,4]pyrazino[1,2-b]indazole-3-carboxylic acid ethyl ester